OCC1CCCN1 5-(hydroxymethyl)pyrrolidine